[Ni].[Ni].[Ni].[Ti] titanium trinickel